(2S,3R)-methyl-4-(2-chlorophenyl)-2,3-dihydroxybutyrate COC([C@H]([C@@H](CC1=C(C=CC=C1)Cl)O)O)=O